2-((1-(2-isobutoxy-3,6-dimethyl-4-oxo-3,4-dihydro-quinazolin-8-yl)ethyl)amino)benzoic acid C(C(C)C)OC1=NC2=C(C=C(C=C2C(N1C)=O)C)C(C)NC1=C(C(=O)O)C=CC=C1